COC(=O)C1(CC(C1)(C)C)[C@@]1(O[C@H]([C@@H]2OC(O[C@@H]21)(C)C)C2=CC=C1C(=NC=NN12)N)C#N ((3aS,4R,6S,6aS)-6-(4-aminopyrrolo[2,1-f][1,2,4]triazin-7-yl)-4-cyano-2,2-dimethyltetrahydrofurano[3,4-d][1,3]dioxol-4-yl)3,3-dimethylcyclobutane-1-carboxylic acid methyl ester